(1S)-3-[8-bromo-3-(2,2,2-trifluoroethyl)imidazo[1,2-a]pyridin-2-yl]-1-phenylprop-2-yn-1-ol BrC=1C=2N(C=CC1)C(=C(N2)C#C[C@@H](O)C2=CC=CC=C2)CC(F)(F)F